NC=1N=CC(=NC1OCC1=C(C(=CC=C1F)F)Cl)C1=CC=C(C=C1)C(=O)N1[C@H](CCC1)CN1CCCC1 {4-[5-amino-6-(2-chloro-3,6-difluoro-benzyloxy)-pyrazin-2-yl]-phenyl}-[(2R)-2-pyrrolidin-1-ylmethyl-pyrrolidin-1-yl]-methanone